N,N1-Diisopropyl-6-piperidine-1-yl-[1,3,5]triazine-2,4-diamine C(C)(C)NC1N(C(=NC(=N1)N)N1CCCCC1)C(C)C